5-Bromopyridin-3-yl 3-deoxy-3-[4-(3,4,5-trifluorophenyl)-1H-1,2,3-triazol-1-yl]-2-O-(2-fluoroethyl)-1-thio-α-D-galactopyranoside FC=1C=C(C=C(C1F)F)C=1N=NN(C1)[C@@H]1[C@H]([C@@H](SC=2C=NC=C(C2)Br)O[C@@H]([C@@H]1O)CO)OCCF